8-bromo-4-methylchromane-4-carboxylic acid BrC=1C=CC=C2C(CCOC12)(C(=O)O)C